O1C(=NC2=C1C=CC=C2)C=2N=C(N(C(C2O)=O)C)N2[C@@H](C1=CC(=CC=C1CC2)C(=O)O)C2=C(C=CC=C2)F (1S)-2-[4-(1,3-benzoxazol-2-yl)-5-hydroxy-1-methyl-6-oxopyrimidin-2-yl]-1-(2-fluorophenyl)-3,4-dihydro-1H-isoquinoline-7-carboxylic acid